3-(methacryloxy)propyl-methyl-diethoxysilane C(C(=C)C)(=O)OCCC[Si](OCC)(OCC)C